tert-butyl (1R,5S)-3-[7-bromo-8-fluoro-2-[[1-(morpholinomethyl)cyclopropyl]methoxy]-6-(trifluoromethyl)quinazolin-4-yl]-3,8-diazabicyclo[3.2.1]octane-8-carboxylate BrC1=C(C=C2C(=NC(=NC2=C1F)OCC1(CC1)CN1CCOCC1)N1C[C@H]2CC[C@@H](C1)N2C(=O)OC(C)(C)C)C(F)(F)F